3-(3-(3-fluoro-4-methyl-5-(6-methylimidazo[1,2-a]pyridine-3-carboxamido)phenyl)-1,2,4-oxadiazol-5-yl)azetidine-1-carboxylic acid methyl ester COC(=O)N1CC(C1)C1=NC(=NO1)C1=CC(=C(C(=C1)NC(=O)C1=CN=C2N1C=C(C=C2)C)C)F